C1CN(CCC12CCNCC2)CCC2=CC=C(C=C2)C2=CC1=C(N=CN=C1C=1C(=C(C=C(C1)F)NC(C1=C(C=C(C=C1)C(C)(C)O)F)=O)C)N2 N-(3-(6-(4-(2-(3,9-diazaspiro[5.5]undec-3-yl)ethyl)phenyl)-7H-pyrrolo[2,3-d]pyrimidin-4-yl)-5-fluoro-2-methylphenyl)-2-fluoro-4-(2-hydroxypropan-2-yl)benzamide